zirconium aluminum oxyhydroxide O(O)O.[Al].[Zr]